C(C)(C)(C)OC(=O)N1CC2(C1)CC(C2)N2N=CC(=C2)OC2=NC(=CN=C2N)C2=CC=C1C(CN(CC1=C2)C)C 6-(4-((3-amino-6-(2,4-dimethyl-1,2,3,4-tetrahydroisoquinolin-7-yl)pyrazin-2-yl)oxy)-1H-pyrazol-1-yl)-2-azaspiro[3.3]heptane-2-carboxylic acid tert-butyl ester